tert-butyl 5-[(tert-butyldiphenylsilyl)oxy]-3-ethyl-2-azabicyclo[2.2.1]heptane-2-carboxylate [Si](C1=CC=CC=C1)(C1=CC=CC=C1)(C(C)(C)C)OC1C2C(N(C(C1)C2)C(=O)OC(C)(C)C)CC